hydroxy-3,7-dimethyloctanal OC(C=O)C(CCCC(C)C)C